dimethyl(n-octyl)(3-sulfopropyl)ammonium hydroxide [OH-].C[N+](CCCS(=O)(=O)O)(CCCCCCCC)C